C1(CC1)C1=C(C(=NN1)NC(CC)=O)C1=NC=CC=C1 1-((5-cyclopropyl-4-(pyridin-2-yl)-1H-pyrazol-3-yl)amino)-1-oxopropan